ONC1=NONC=C1 4-(hydroxyamino)-2-oxapyrimidine